2-bromo-N-methyl-5,8-dihydro-6H-pyrano[3,4-b]pyridin-5-amine BrC1=CC=C2C(=N1)COCC2NC